C(C(CCC)O)O 1,2-pentanediol